[5-(5-fluoro-2-methoxy-3-methylpyridin-4-yl)-1-(oxazolidin-2-yl)pyrazole-3-carbonyl]-N-[(1r,4r)-4-hydroxy-4-(trifluoromethyl)cyclohexyl]-4-azaspiro[2.5]octane-7-carboxamide FC=1C(=C(C(=NC1)OC)C)C1=CC(=NN1C1OCCN1)C(=O)C1CC12NCCC(C2)C(=O)NC2CCC(CC2)(C(F)(F)F)O